OCC(CC1=CC=CC=N1)N1C(N(C2=C1C=CC=C2)CC2=CC=C(C=C2)C)=N 6-(3-hydroxy-2-(2-imino-3-(4-methylbenzyl)-2,3-dihydro-1H-benzo[d]imidazol-1-yl)propyl)pyridin